5-(1-(2-cyclohexylethyl)piperidin-3-yl)-2-(5,6-dimethoxypyridin-2-yl)-2,4-dihydro-3H-1,2,4-triazol-3-one C1(CCCCC1)CCN1CC(CCC1)C=1NC(N(N1)C1=NC(=C(C=C1)OC)OC)=O